NCCNCCC[Si](OC(C)C)(OC(C)C)C N-(2-aminoethyl)-3-aminopropylmethyldiisoPropoxysilane